FC1(CC(C1)(C)CN1N=C2C(=CC=CC2=C1C(=O)NC1=CC(=NC=C1)S(=O)(=N)C)C)F 2-((3,3-difluoro-1-methylcyclobutyl)methyl)-7-methyl-N-(2-(S-methylsulfonimidoyl)pyridin-4-yl)-2H-indazole-3-carboxamide